2-(4-((4-Octanylphenyl)thio)benzylidene)malonic acid dimethyl ester COC(C(C(=O)OC)=CC1=CC=C(C=C1)SC1=CC=C(C=C1)CCCCCCCC)=O